tert-butyl (1R)-1-(3-(2-(4-(2-(2,6-dioxopiperidin-3-yl)-1-oxoisoindolin-5-yl)piperazin-1-yl)-2-oxoethoxy)phenyl)ethylcarbamate O=C1NC(CCC1N1C(C2=CC=C(C=C2C1)N1CCN(CC1)C(COC=1C=C(C=CC1)[C@@H](C)NC(OC(C)(C)C)=O)=O)=O)=O